AZA-BENZOTHIOPHENE S1N=CC2=C1C=CC=C2